4-methoxy-α-(trifluoromethyl)styrene COC1=CC=C(C(=C)C(F)(F)F)C=C1